FC1=NC=CC=C1C(C)OC(=O)NC=1C(=NOC1C1=CC=C(C(=N1)C)NC(=O)C1C(CCCC1)C(=O)O)C 2-((6-(4-(((1-(2-fluoropyridin-3-yl)ethoxy)carbonyl)amino)-3-methylisoxazol-5-yl)-2-methylpyridin-3-yl)carbamoyl)cyclohexane-1-carboxylic acid